4-methoxy-4'-(trifluoromethyl)-[1,1'-biphenyl]-2-formaldehyde COC=1C=C(C(=CC1)C1=CC=C(C=C1)C(F)(F)F)C=O